carnitine, thiocyanate [S-]C#N.OC(C[N+](C)(C)C)CC([O-])=O